8-chloro-2-(3,4-difluorobenzyl)-3,4-dihydro-2,7-naphthyridin-1(2H)-one ClC=1N=CC=C2CCN(C(C12)=O)CC1=CC(=C(C=C1)F)F